CNC(C(=O)O)(C)C α-Methylaminoisobutyric acid